Cl.C(C)C1=CN=C2C=C(C(NC2=C1)=O)C(C)N1CCNCC1 7-ethyl-3-[1-(piperazin-1-yl)ethyl]-1,2-dihydro-1,5-naphthyridin-2-one hydrochloride salt